(5-cyclopropyl-3-fluoro-6-methoxy-2-pyridinyl)amine C1(CC1)C=1C=C(C(=NC1OC)N)F